ClC1=CC=C(C(=N1)C(=O)O)N[C@@H](C)C=1C=C(C=C2C(N(C(=NC12)N1C[C@@H]2C([C@@H]2C1)OC(N(C)C)=O)C)=O)C 6-chloro-3-(((S)-1-(2-((1R,5S,6R)-6-((dimethylcarbamoyl)oxy)-3-azabicyclo[3.1.0]hexan-3-yl)-3,6-dimethyl-4-oxo-3,4-dihydroquinazolin-8-yl)ethyl)amino)picolinic acid